OC1=C(C(=O)OCC)C=CC(=C1)NC(CN1C(=NC=C1)C)=O Ethyl 2-hydroxy-4-(2-(2-methyl-1H-imidazol-1-yl)acetamido)benzoate